O=C1C[C@H]2C([C@H]2C1)C#N (1R,5S,6S)-3-oxobicyclo[3.1.0]Hexane-6-carbonitrile